NCCNCC[Si](O[Si](CCNCCN)(C)C)(C)C 1,3-Bis(2-aminoethylaminoethyl)tetramethyldisiloxan